C1(=CCCCC1)C=1C=CC=C2C=C(C=NC12)C(=O)N[C@H](CO)C (S)-8-(cyclohex-1-en-1-yl)-N-(1-hydroxy-prop-2-yl)quinoline-3-carboxamide